FC=1C(=NC=C(C1)C1CCN(CC1)C(CC)CC)C1=NNC(=C1C(C)C)C=1C=C(C=2N(C1)N=CN2)OC 6-(3-(3-fluoro-5-(1-(pent-3-yl)piperidin-4-yl)pyridin-2-yl)-4-isopropyl-1H-pyrazol-5-yl)-8-methoxy-[1,2,4]triazolo[1,5-a]pyridine